N-(7-((1-(4-(2,6-dioxopiperidin-3-yl)-2-fluorophenyl)-2-methylpiperidin-4-yl)methyl)-7-azaspiro[3.5]non-2-yl)-3-methoxybenzamide O=C1NC(CCC1C1=CC(=C(C=C1)N1C(CC(CC1)CN1CCC2(CC(C2)NC(C2=CC(=CC=C2)OC)=O)CC1)C)F)=O